C(CCCCC)OC(CCC(=O)OCCCCCC(CCCCCOC(CCC(OCCCCCC)OCCCCCC)=O)NCC1CCN(CC1)C)OCCCCCC [11-(4,4-dihexoxybutanoyloxy)-6-[(1-methyl-4-piperidyl)methylamino]undecyl] 4,4-dihexoxybutanoate